1-{2-Chloro-5-[methyl(piperidin-4-yl)amino]phenyl}-1,3-diazinane-2,4-dione trifluoroacetate FC(C(=O)O)(F)F.ClC1=C(C=C(C=C1)N(C1CCNCC1)C)N1C(NC(CC1)=O)=O